3,6-bis(3-pyridyl)-1,2,4,5-tetrazine N1=CC(=CC=C1)C=1N=NC(=NN1)C=1C=NC=CC1